2-(6-(p-Tolyl)-9H-carbazol-2-yl)propanoic acid C1(=CC=C(C=C1)C=1C=C2C=3C=CC(=CC3NC2=CC1)C(C(=O)O)C)C